(2S,6R)-2-(1-cyclopropylpyrazol-4-yl)-4-[6-(2,4-difluorophenyl)-7-methyl-purin-2-yl]-6-methyl-morpholine C1(CC1)N1N=CC(=C1)[C@H]1CN(C[C@H](O1)C)C1=NC(=C2N(C=NC2=N1)C)C1=C(C=C(C=C1)F)F